(((benzyloxy)carbonyl)amino)-3-cyclohexylpropionic acid C(C1=CC=CC=C1)OC(=O)NC(C(=O)O)CC1CCCCC1